4-methylthiophenylborate CSC1=CC=C(C=C1)OB([O-])[O-]